N-[(1R)-1-(3-bromophenyl)ethyl]-2-methyl-5-(4-methylpiperazin-1-yl)benzamide BrC=1C=C(C=CC1)[C@@H](C)NC(C1=C(C=CC(=C1)N1CCN(CC1)C)C)=O